The molecule is a 1,2-diacyl-sn-glycero-3-phosphocholine(1+) in which the acyl groups at C-1 and C-2 are hexadecanoyl and 6-[(7-nitrobenz-2-oxa-1,3-diazol-4-yl)amino]hexanoyl respectively. It has a role as a fluorescent probe. CCCCCCCCCCCCCCCC(=O)OC[C@H](COP(=O)(O)OCC[N+](C)(C)C)OC(=O)CCCCCNC1=CC=C(C2=NON=C12)[N+](=O)[O-]